N(=C=O)C1=C(C=CC=C1)C1=CC=CC=C1 2-isocyanato-1,1'-biphenyl